(R)-4-(3-Ethyl-4-propenoylpiperazin-1-yl)-5-(3-fluoro-4-((4-methylpyrimidin-2-yl)oxy)phenyl)-N-(1-methyl-1H-pyrazol-4-yl)pyrimidin-2-amine C(C)[C@@H]1CN(CCN1C(C=C)=O)C1=NC(=NC=C1C1=CC(=C(C=C1)OC1=NC=CC(=N1)C)F)NC=1C=NN(C1)C